O=C1NC(CCC1N1C(C2=CC(=C(C=C2C1=O)F)N1CCN(CC1)CC1=CC(=CC=C1)S(=O)(=O)N1CCC(CC1)NC1=NC=C(C=N1)C(F)(F)F)=O)=O 2-(2,6-dioxopiperidin-3-yl)-5-fluoro-6-(4-(3-((4-((5-(trifluoromethyl)pyrimidin-2-yl)amino)piperidin-1-yl)sulfonyl)benzyl)-piperazin-1-yl)isoindoline-1,3-dione